N-α-ethyl-succinimid C(C)N1C(CCC1=O)=O